CN1N=CC=2C1=C(N=NC2N[C@H]2CN(CCC2)C)C2=C(C=C(C=C2)C(F)(F)F)O (R)-2-(1-Methyl-4-((1-methylpiperidin-3-yl)amino)-1H-pyrazolo[3,4-d]pyridazine-7-yl)-5-(trifluoromethyl)phenol